FC(CN1N=CC=2C1=NC(=CN2)N2CC1(CN(C1)C(C1=CC(=CC=C1)OC)=O)CC2)F 6-[1-(2,2-difluoroethyl)-1H-pyrazolo[3,4-b]pyrazin-6-yl]-2-(3-methoxybenzoyl)-2,6-diazaspiro[3.4]octane